(Z)-2-((2R,5S)-4-(6-chloro-1-methyl-2-oxo-1,2-dihydropyrido[3,2-d]pyrimidin-4-yl)-2,5-diethylpiperazin-1-yl)-2-(4-fluorophenyl)-N'-hydroxyacetimidamide ClC=1C=CC=2N(C(N=C(C2N1)N1C[C@H](N(C[C@@H]1CC)C(/C(/N)=N/O)C1=CC=C(C=C1)F)CC)=O)C